safroleethanol O1C(OC2=CC(CC=C)=CC=C12)CCO